N-[(6-Amino-2-pyridyl)sulfonyl]-6-(3-bicyclo[2.2.1]hept-2-enyl)-2-(2,4,6-trimethylphenoxy)pyridin-3-carboxamid NC1=CC=CC(=N1)S(=O)(=O)NC(=O)C=1C(=NC(=CC1)C1=CC2CCC1C2)OC2=C(C=C(C=C2C)C)C